C(#N)C=1N(C2=CC=C(C=C2C1)C=O)CCN1CCNCC1 [2-(2-cyano-5-formyl-1H-indol-1-yl)ethyl]piperazine